N[C@@H]1CN(CC1)C=1N=C(NC(C1Cl)=O)C1=CC(=NC=C1)F 4-[(3S)-3-aminopyrrolidin-1-yl]-5-chloro-2-(2-fluoro-4-pyridinyl)-1H-pyrimidin-6-one